ClC1=C(C(=C(C=C1OC)OC)Cl)C1=NC(=C2C=C(N=CC2=C1)N[C@@H]1COCC[C@@H]1NC(C=C)=O)NCCNS(=O)(=O)C N-((3S,4S)-3-((7-(2,6-dichloro-3,5-dimethoxyphenyl)-5-((2-(methylsulfonamido)ethyl)amino)-2,6-naphthyridin-3-yl)amino)tetrahydro-2H-pyran-4-yl)acrylamide